ClC=1C=C(C=C(C1)NS(=O)(=O)CC)NC(=O)C=1SC(=C(C1)C1=NC=C(C=C1OCC1=CC(=CC(=C1)F)F)N1CC(C1)(F)F)C N-(3-chloro-5-(ethylsulfonamido)phenyl)-4-(5-(3,3-difluoroazetidin-1-yl)-3-((3,5-difluorobenzyl)oxy)pyridin-2-yl)-5-methylthiophene-2-carboxamide